3-(2-chloropyrimidin-4-yl)-7-fluoro-1H-indole ClC1=NC=CC(=N1)C1=CNC2=C(C=CC=C12)F